C(CCCCCCCCCCCCCCC)(=O)OC(CCC)CCCC ethyl-2-hexyl palmitate